tert-butyl 2-((2,2'-dichloro-3'-(5-formyl-6-methoxypyridin-2-yl)-[1,1'-biphenyl]-3-yl) carbamoyl)-1-methyl-1,4,6,7-tetrahydro-5H-imidazo[4,5-c]pyridine-5-carboxylate ClC1=C(C=CC=C1NC(=O)C=1N(C2=C(CN(CC2)C(=O)OC(C)(C)C)N1)C)C1=C(C(=CC=C1)C1=NC(=C(C=C1)C=O)OC)Cl